OC=1C=C(C(=O)N2CC(CC2)NC(=O)OC[C@]2([C@@H](N3C(C[C@H]3S2(=O)=O)=O)C(=O)O)C)C=CC1O (2S,3R,5R)-3-((((1-(3,4-dihydroxybenzoyl)pyrrolidin-3-yl)carbamoyl)oxy)methyl)-3-methyl-7-oxo-4-thia-1-azabicyclo[3.2.0]heptane-2-carboxylic acid 4,4-dioxide